4-(4-(2,4-difluorophenoxy)piperidin-1-yl)-2-fluoro-5-nitrobenzonitrile FC1=C(OC2CCN(CC2)C2=CC(=C(C#N)C=C2[N+](=O)[O-])F)C=CC(=C1)F